C[Hf](C1=CC=CC=2C3=CC=CC=C3CC12)(C1C=CC=C1)(=C(C1=CC=CC=C1)C=1SC(=CC1)CCCC)C dimethyl-(5-n-butylthienyl)(phenyl)methylene(cyclopentadienyl)(fluorenyl)hafnium